C(C1=CC=CC=C1)N1[C@H](CCCC1=O)C(=O)OC methyl (R)-1-benzyl-6-oxopiperidine-2-carboxylate